COC(=O)C1=C(NC(=C(C1C=1C2=C(SC1)C(=CC=C2)Br)C(C)=O)C)C2CCCC2 5-acetyl-4-(7-bromobenzo[b]thiophen-3-yl)-2-cyclopentyl-6-methyl-1,4-dihydropyridine-3-carboxylic acid methyl ester